COP(=O)(OC)OC.B(F)(F)F boron trifluoride trimethyl-phosphate